O1[C@H](COC2=C1C=CC=C2)C2=CC=C(C=C2)CN(C)C 1-{4-[(2S)-2,3-dihydro-1,4-benzodioxin-2-yl]phenyl}-N,N-dimethylmethanamine